OC1=C(C=CC(=C1)O)C=CC1=CC(=CC(=C1)O)O 2,3',4,5'-tetrahydroxy-stilbene